N-((1R,3R,5S)-Adamantan-1-yl)-4-(((Z)-4-amino-2-fluorobut-2-en-1-yl)sulfonyl)benzamid C12(CC3CC(CC(C1)C3)C2)NC(C2=CC=C(C=C2)S(=O)(=O)C/C(=C/CN)/F)=O